1-(4-(4-((4-([1,2,4]triazolo[1,5-c]pyrimidin-7-yloxy)-3-methylphenyl)amino)-5-(3-(dimethylamino)azetidin-1-yl)quinazolin-6-yl)-3,6-dihydropyridin-1(2H)-yl)prop-2-en-1-one N=1C=NN2C=NC(=CC21)OC2=C(C=C(C=C2)NC2=NC=NC1=CC=C(C(=C21)N2CC(C2)N(C)C)C=2CCN(CC2)C(C=C)=O)C